FC1=CC=C(C(=O)NC=2C=C3C(C(N(C3=CC2)CC2=CC=C(C(=O)NC(C)C)C=C2)=O)C2OCC(CO2)(C)C)C=C1 4-((5-4-fluorobenzamido-3-(5,5-dimethyl-1,3-dioxan-2-yl)-2-oxoindol-1-yl)methyl)-N-isopropylbenzamide